FC1(CC12CN(C(C1=CC=C(C=C21)C(CI)F)=O)CC(=O)OC)F methyl 2-(2,2-difluoro-6'-(1-fluoro-2-iodoethyl)-1'-oxo-1'H-spiro[cyclopropane-1,4'-isoquinolin]-2'(3'H)-yl)acetate